[Na+].C(C)OC(C(=O)[O-])CC1=CC=C(C=C1)OCCN1C(=CC=C1C1=CC=C(C=C1)SC)C 2-Ethoxy-3-(4-{2-[2-methyl-5-(4-methylthiophenyl)-pyrrol-1-yl]ethoxy}-phenyl)-propionic acid sodium salt